C1(CC1)C=1C(=NON1)C(=O)N[C@H](C=1OC2=C(N1)C=C(C=C2)[C@H](COC)N2C(N[C@H](C2)C(F)F)=O)C2CCC(CC2)(F)F 4-Cyclopropyl-N-((S)-(4,4-difluorocyclohexyl)(5-((R)-1-((R)-4-(difluoromethyl)-2-oxoimidazolidin-1-yl)-2-methoxyethyl)benzo[d]oxazol-2-yl)methyl)-1,2,5-oxadiazole-3-carboxamide